O=C1N=C2C=CC(=CC2=C1)I 2-oxo-5-iodoindole